CC1COC2=C(O1)C=C(C(=C2C(=O)OC(CNC2=NNC1=C2N=CN=C1)CN1CC2=CC=CC=C2CC1)Br)N ((1H-pyrazolo[4,3-d]pyrimidin-3-yl)amino)-3-(3,4-dihydroisoquinolin-2(1H)-yl)propan-2-ol Methyl-7-amino-6-bromo-2,3-dihydrobenzo[b][1,4]dioxine-5-carboxylate